methoxyoxovanadium(V) CO[V+2]=O